F[P-](F)(F)(F)(F)F.CCCCC[N+]1=CC=CC=C1 4-Methyl-butylpyridinium hexafluorophosphate